NC1=NC2=C(C=3N1N=C(N3)C3=NC=CC=C3)C(=C(N2CCN2CCN(CC2)C2=C(C=CC(=C2)C=2OC=CN2)F)C(=O)O)Cl 5-amino-9-chloro-7-(2-(4-(2-fluoro-5-(oxazol-2-yl)phenyl)piperazin-1-yl)ethyl)-2-(pyridin-2-yl)-7H-pyrrolo[3,2-e][1,2,4]triazolo[1,5-c]pyrimidine-8-carboxylic acid